6,6-dimethyl-3-[N-(trifluoroacetyl)-β-phenylalanyl]-3-azabicyclo[3.1.0]hexane-2-carboxamide CC1(C2CN(C(C12)C(=O)N)C(C[C@@H](NC(C(F)(F)F)=O)C1=CC=CC=C1)=O)C